COC1=CC=C(CN(C2=NC=CC=C2[C@@H](C)N(C=2C3=C(N=C(N2)SC)CC(OC3)C3=CC=CC2=CC=CC(=C32)Cl)C)CC3=CC=C(C=C3)OC)C=C1 N-((R)-1-(2-(bis(4-methoxybenzyl)amino)pyridin-3-yl)ethyl)-7-(8-chloronaphth-1-yl)-N-methyl-2-(methylthio)-7,8-dihydro-5H-pyrano[4,3-d]pyrimidin-4-amine